ethyl 4-(4-fluorophenyl)-2,4-dioxabutyrate FC1=CC=C(C=C1)OCOC(=O)OCC